1-[(3-hydroxypyrrolidin-1-yl)sulfonyl]-5-methylpyrrolidin-2-ol OC1CN(CC1)S(=O)(=O)N1C(CCC1C)O